N1CCC(CC1)C1=CC=CC=2C(=NOC21)C2C(NC(CC2)=O)=O 3-[7-(4-piperidyl)-1,2-benzoxazol-3-yl]piperidine-2,6-dione